C1(=CC=CC=C1)[C@@H]1N2C(COC1)=NC1=C2N=C(C=C1)C=1C=NC(=NC1)N1CC(NCC1)=O (S)-4-(5-(9-phenyl-8,9-dihydro-6H-pyrido[3',2':4,5]imidazo[2,1-c][1,4]oxazin-2-yl)pyrimidin-2-yl)piperazin-2-one